NC1=C(SC2=NC(=CC=C21)C)C(=O)N[C@@H]2CC=1C=CC(=NC1CC2)N2C[C@H]([C@H](C2)NC)CF 3-amino-N-[(6S)-2-[(3R,4R)-3-(fluoromethyl)-4-(methylamino)pyrrolidin-1-yl]-5,6,7,8-tetrahydroquinolin-6-yl]-6-methylthieno[2,3-b]pyridine-2-carboxamide